FC(C(CC(=O)C1=NC(=NC2=CC=CC(=C12)OC)C(F)(F)F)=O)F 4,4-difluoro-1-[5-methoxy-2-(trifluoromethyl)quinazolin-4-yl]butan-1,3-dione